N-(1-(3-fluoro-2'-methoxy-[1,1'-biphenyl]-4-yl)-2-oxopiperidin-3-yl)-5-(pyridin-2-yl)thiophene-2-sulfonamide FC=1C=C(C=CC1N1C(C(CCC1)NS(=O)(=O)C=1SC(=CC1)C1=NC=CC=C1)=O)C1=C(C=CC=C1)OC